C(C)(C)(C)C=1C=C(C=C(C1O)C)CCC(=O)OCCOCCOCCOC(CCC1=CC(=C(C(=C1)C)O)C(C)(C)C)=O triethylene glycol bis-[3-(3-tert-butyl-4-hydroxy-5-methylphenyl) propionate]